NC1=CC=C(C=C1)S(=O)(=O)NC1=NC(=CC(=N1)C)C 2-(p-aminobenzenesulfonamido)-4,6-dimethylpyrimidine